SCC[Si](OC(C)C)(OC(C)C)OC(C)C mercaptoethyltriisopropoxysilane